(3S)-3-({8-carbamoyl-6-[4-(2-oxopropoxy)phenyl]pyrido[3,2-d]pyrimidin-4-yl}amino)piperidine-1-carboxylic acid tert-butyl ester C(C)(C)(C)OC(=O)N1C[C@H](CCC1)NC=1C2=C(N=CN1)C(=CC(=N2)C2=CC=C(C=C2)OCC(C)=O)C(N)=O